6-hydroxy-2-naphthaleneformamidine OC=1C=C2C=CC(=CC2=CC1)C(=N)N